NC1=C(N=C2N1C=CC=C2C=2C(=NC=CC2)C)C(=O)NCCC 3-Amino-8-(2-methylpyridin-3-yl)-N-propylimidazo[1,2-a]pyridine-2-carboxamide